BrC1=NN2C(N(C3=C(C2=O)C=CC=N3)CC(=O)NC3=NC=C(C=C3)F)=C1 2-(2-bromo-9-oxopyrazolo[1,5-a]pyrido[2,3-d]pyrimidin-4(9H)-yl)-N-(5-fluoropyridin-2-yl)acetamide